CN1CCC(CC1)NC=1N=C(C2=C(N1)N=CC(=C2)C(F)(F)F)N N2-(1-methylpiperidin-4-yl)-6-(trifluoromethyl)pyrido[2,3-d]pyrimidine-2,4-diamine